Racemic-2-[2-chloro-4-[(2,6-dioxo-3-piperidyl)amino]phenyl]acetic acid ClC1=C(C=CC(=C1)N[C@H]1C(NC(CC1)=O)=O)CC(=O)O |r|